C(C)C1C(CC(CC1=O)(C)C)=O 2-(1-ethyl)-5,5-dimethylcyclohexane-1,3-dione